(S)-2,6-difluoro-3-(1-methyl-6-(methyl(1-methyl-1,2,3,4-tetrahydroquinolin-3-yl)amino)-1H-pyrazolo[3,4-d]pyrimidin-3-yl)-5-(trifluoromethyl)phenol FC1=C(C(=C(C=C1C1=NN(C2=NC(=NC=C21)N([C@@H]2CN(C1=CC=CC=C1C2)C)C)C)C(F)(F)F)F)O